C(CCC)N(C(S)=S)CCCC.[Na] sodium di-n-butyl-dithiocarbamic acid